2-[BUTYL(2-FLUORO-4-FORMYLPHENYL)AMINO]ACETAMIDE C(CCC)N(CC(=O)N)C1=C(C=C(C=C1)C=O)F